3-bromo-5-fluoro-2-methoxybenzoic acid methyl ester COC(C1=C(C(=CC(=C1)F)Br)OC)=O